C(OC(C(C(F)(F)F)(F)F)C(C(F)(F)F)(C(F)(F)F)F)([O-])=O 1,1,1,2,2,4,5,5,5-nonafluoro-4-(trifluoromethyl)-3-pentyl carbonate